4-bromo-1,3-dimethyl-1H-pyrazole BrC=1C(=NN(C1)C)C